3-hydroxypivalic acid OCC(C(=O)O)(C)C